C(C(=C)C)(=O)OCCCCCCCCCCOC(C(=C)C)=O 1,10-Decanediol dimethacrylate